CC=1N(C=CN1)CC(=O)N1CCC2(C(C2)CNC(=O)C2=CC=3C(=CN=CC3)O2)CC1 N-[[6-[2-(2-methylimidazol-1-yl)acetyl]-6-azaspiro[2.5]octan-2-yl]methyl]furo[2,3-c]pyridine-2-carboxamide